N2-((1S,2R)-2-aminocyclohexyl)-N6-(3-chlorophenyl)-9-isopropyl-9H-purine-2,6-diamine N[C@H]1[C@H](CCCC1)NC1=NC(=C2N=CN(C2=N1)C(C)C)NC1=CC(=CC=C1)Cl